5,6-dimethyl-9-(pyridin-2-yloxy)-6H-pyrido[4,3-b]carbazole CC1=C2C(=CC=3C=4C=C(C=CC4N(C13)C)OC1=NC=CC=C1)C=NC=C2